4-((1,3-dioxoisoindolin-2-yl)methyl)-3-methylpiperidine-1-carboxylate O=C1N(C(C2=CC=CC=C12)=O)CC1C(CN(CC1)C(=O)[O-])C